(S)-2-((3-amino-2-isopropylpyridin-4-yl)oxy)propan-1-ol NC=1C(=NC=CC1O[C@H](CO)C)C(C)C